ClC1=CC=C2C(=N1)N(C(=C2)C=O)CC2CC2 6-Chloro-1-(cyclopropylmethyl)pyrrolo[2,3-b]pyridine-2-carbaldehyde